(-)-(2-Fluorophenyl)(5-{[2-(4-isopropylphenyl)-imidazo[1,2-a]pyridin-3-yl]methyl}-2,5-diazabicyclo[2.2.2]oct-2-yl)methanone FC1=C(C=CC=C1)C(=O)N1C2CN(C(C1)CC2)CC2=C(N=C1N2C=CC=C1)C1=CC=C(C=C1)C(C)C